C[Si](CCOCC1CC=CN1)(C)C 5-((2-(trimethylsilyl)ethoxy)methyl)-1,5-dihydro-4H-pyrrole